ClC1=C(C(=NN1)C)NC(C1=C(C=C(C(=C1)F)C=1SC(=C(N1)C(C)(C)O)Cl)O[C@H](C(F)(F)F)C)=O (S)-N-(5-Chloro-3-methyl-1H-pyrazol-4-yl)-4-(5-chloro-4-(2-hydroxypropan-2-yl)thiazol-2-yl)-5-fluoro-2-((1,1,1-trifluoropropan-2-yl)oxy)benzamide